chromium copper-chromium [Cr].[Cu].[Cr]